ethyl alpha-hydroxydecanoate OC(C(=O)OCC)CCCCCCCC